3-((5-(1-((2s,6r)-2,6-dimethylmorpholinyl)-3-methylimidazo[1,5-a]quinoxalin-8-yl)pyridin-2-yl)oxy)propan-1-amine C[C@H]1CN(C[C@H](O1)C)C1=NC(=C2N1C1=CC(=CC=C1N=C2)C=2C=CC(=NC2)OCCCN)C